2,6-difluoro-4-(3-oxopropoxy)benzonitrile FC1=C(C#N)C(=CC(=C1)OCCC=O)F